tert-butyl N-(3-{[(tert-butoxy)carbonyl](2,2,2-trifluoroethyl)amino}propyl)-N-{2-[(4-{[6-(5-chloro-2-fluorophenyl)pyridazin-4-yl] amino} pyridin-2-yl)carbamoyl] ethyl}carbamate C(C)(C)(C)OC(=O)N(CCCN(C(OC(C)(C)C)=O)CCC(NC1=NC=CC(=C1)NC1=CN=NC(=C1)C1=C(C=CC(=C1)Cl)F)=O)CC(F)(F)F